N-((1H-imidazol-4-yl)methyl)-2-(thiazol-4-yl)aniline N1C=NC(=C1)CNC1=C(C=CC=C1)C=1N=CSC1